OCC1(C=CC(O1)=O)OC 5-hydroxymethyl-5-methoxyfuran-2(5H)-one